C(C1=CC=CC=C1)OCCC1CCOC2=C(C1)C=CC(=C2CO)C(=O)O 4-[2-(benzyloxy)ethyl]-9-(hydroxymethyl)-2,3,4,5-tetrahydro-1-benzoxepine-8-carboxylic acid